1-(5,5-bis(1H-indol-3-yl)hexyl)-3,7-dimethyl-3,4,5,7-tetrahydro-1H-purine-2,6-dione N1C=C(C2=CC=CC=C12)C(CCCCN1C(N(C2N=CN(C2C1=O)C)C)=O)(C)C1=CNC2=CC=CC=C12